N-Hydroxy-3-{4-[2-(6-methoxy-pyridin-3-yl)-4-morpholin-4-yl-thieno[3,2-d]pyrimidin-6-ylsulfamoyl]-phenyl}-acrylamide ONC(C=CC1=CC=C(C=C1)S(NC1=CC=2N=C(N=C(C2S1)N1CCOCC1)C=1C=NC(=CC1)OC)(=O)=O)=O